COC=1C=C2C=CC(=CC2=CC1)C(C#N)C 2-(6-methoxy-2-naphthyl)-propionitrile